4-(tert-butyl)-1-ethylcyclohexan-1-ol C(C)(C)(C)C1CCC(CC1)(O)CC